((5-(difluoromethyl)-1-methyl-1H-1,2,4-triazol-3-yl)-methoxy)-N-(1-propyl-1H-tetrazol-5-yl)-6-(trifluoromethyl)nicotinamide FC(C1=NC(=NN1C)COC1=C(C(=O)NC2=NN=NN2CCC)C=CC(=N1)C(F)(F)F)F